fluoro-2-(o-tolyl)-4-(1,1,1-trifluoropropan-2-yl)isoquinolin-1(2H)-one FC=1N(C(C2=CC=CC=C2C1C(C(F)(F)F)C)=O)C1=C(C=CC=C1)C